OC(CC(=O)N1B(C2=C(C=N1)C=C(C=C2)C2=CC=CC=C2)O)C(C)C 3-hydroxy-1-(1-hydroxy-6-phenyl-2,3,1-benzodiazaborinin-2-yl)-4-methyl-pentan-1-one